2,2-dimethyl-N-(2,3,5-trifluorobenzyl)butanamide CC(C(=O)NCC1=C(C(=CC(=C1)F)F)F)(CC)C